1-(fluoromethyl)cyclopropane-1-carboxylic acid FCC1(CC1)C(=O)O